C1(CC1)C1(NC2=CC(=C(C=C2C(=N1)NC1=NNC(=C1)CC)OC)OCCCN1CCCC1)N 2-cyclopropyl-N4-(5-ethyl-1H-pyrazol-3-yl)-6-methoxy-7-(3-(pyrrolidin-1-yl)propoxy)quinazolin-2,4-diamine